C(C)OC1=C(C=CC=2NC=NC21)C2CCN(CC2)C 4-ethoxy-5-(1-methylpiperidine-4-yl)-1H-benzo[d]imidazole